C(C)(C)(C)C=1C=CC=2N(C3=CC=CC=C3C2C1)C1=C(C#N)C(=C(C(=C1N1C2=CC=CC=C2C=2C=C(C=CC12)C(C)(C)C)N1C2=CC=CC=C2C=2C=C(C=CC12)C(C)(C)C)C1=NC(=CC(=N1)C1=CC=CC=C1)C1=CC=CC=C1)N1C2=CC=CC=C2C=2C=C(C=CC12)C(C)(C)C 2,3,4,6-tetrakis(3-(tert-butyl)-9H-carbazol-9-yl)-5-(4,6-diphenylpyrimidin-2-yl)benzonitrile